FC1=CC=C(C=C1)C=1NC(=CN1)N1CCNCC1 2-(4-fluorophenyl)-5-piperazine-1-yl-imidazole